2-(3-bromo-2-methylphenyl)oxazolo[4,5-b]pyridine-5-carbaldehyde BrC=1C(=C(C=CC1)C=1OC=2C(=NC(=CC2)C=O)N1)C